OCC(C(=O)OC1C[C@H]2CC[C@@H](C1)N2C([2H])([2H])[2H])C2=CC=CC=C2 (1R,3r,5S)-8-methyl-d3-8-azabicyclo[3.2.1]octan-3-yl 3-hydroxy-2-phenylpropanoate